The molecule is a carboxyalkyl phosphate that is pyruvic acid substituted at position 3 by a 3-phosphonooxy group. It derives from a pyruvic acid. It is a conjugate acid of a 3-phosphonatooxypyruvate(3-). C(C(=O)C(=O)O)OP(=O)(O)O